3-bromo-4-(3-fluoropropoxy)-5-methoxybenzaldehyde BrC=1C=C(C=O)C=C(C1OCCCF)OC